C(C)(C)[C@H]1CC[C@H](CC1)OC[C@@H]1N(CCC[C@@H]1NS(=O)(=O)C)S(=O)(=O)C=1SC=CC1 N-(cis-2-(((cis-4-isopropylcyclohexyl)oxy)methyl)-1-(2-thienylsulfonyl)piperidin-3-yl)methanesulfonamide